N[C@H](C(=O)N1CCN(CC1)C1=NC=2N(C=C1)N=CC2C2=CC(=CC=C2)F)C(C)C (S)-2-amino-1-(4-(3-(3-fluorophenyl)pyrazolo[1,5-a]pyrimidin-5-yl)piperazin-1-yl)-3-methylbutan-1-one